[I-].C(C=C)(=O)OCC[N+](C)(C)C (2-acryloyloxyethyl)trimethylammonium iodide